FC(C(=O)O)(F)F.NCC1CCN(CC1)NC(=O)C1=NC2=CC=C(C=C2C=C1)Cl 2-N-(4-(aminomethyl)piperidin-1-yl)-6-chloroquinoline-2-carboxamide 2,2,2-trifluoroacetate salt